2-((1-methoxypropan-2-yl)amino)pyridin COCC(C)NC1=NC=CC=C1